ClC1=NC=CC2=C1C(=CN2CC(C)(O)C)C2=NC(=NC(=C2)OC2CCC(CC2)C(F)(F)F)C 1-[4-chloro-3-(2-methyl-6-{[(1r,4r)-4-(trifluoromethyl)cyclohexyl]oxy}pyrimidin-4-yl)-1H-pyrrolo[3,2-c]pyridin-1-yl]-2-methylpropan-2-ol